tert-Butyl 4-(4-hydroxypyrido[3,2-d]pyrimidin-6-yl)piperazine-1-carboxylate OC=1C2=C(N=CN1)C=CC(=N2)N2CCN(CC2)C(=O)OC(C)(C)C